BrC=1C=C2C(NC(=NC2=CC1)C1=C(C=CC(=C1)Br)O)=O 6-bromo-2-(5-bromo-2-hydroxyphenyl)quinazolin-4-one